N12C[C@H](C(CC1)CC2)OC(N[C@@H]2C(CC1=CC(=C(C=C21)OCC)C2=CC=C(C=C2)OCC)(C)C)=O (S)-quinuclidin-3-yl((R)-6-ethoxy-5-(4-ethoxyphenyl)-2,2-dimethyl-2,3-dihydro-1H-inden-1-yl)carbamate